(S)-3-methoxy-N-methyl-2-((2-oxo-4-(o-tolyl)-2H-chromen-7-yl)oxy)propenamide COC=C(C(=O)NC)OC1=CC=C2C(=CC(OC2=C1)=O)C1=C(C=CC=C1)C